3-{[(2R)-1-methylpyrrolidin-2-yl]methyl}-5-[2-(benzenesulfonyl)ethyl]-1H-indole CN1[C@H](CCC1)CC1=CNC2=CC=C(C=C12)CCS(=O)(=O)C1=CC=CC=C1